C1C2CC3CC1CC(C2)(C3)S adamantanethiol